tert-Butyl 3-[4-(N-methylanilino)phenyl]azetidine-1-carboxylate CN(C1=CC=CC=C1)C1=CC=C(C=C1)C1CN(C1)C(=O)OC(C)(C)C